rac-(1S*,2S*)-2-(3-chlorophenyl)-N-(6-(((6-cyclopropylimidazo[1,2-a]pyridin-2-yl)methyl)amino)pyrimidin-4-yl)-1-fluorocyclopropane-1-carboxamide ClC=1C=C(C=CC1)[C@H]1[C@@](C1)(C(=O)NC1=NC=NC(=C1)NCC=1N=C2N(C=C(C=C2)C2CC2)C1)F |r|